(R)-2,4-dimethyl-N-(6-(5-methyl-1,2,4-oxadiazol-3-yl)-2,3-dihydrobenzofuran-3-yl)oxazole-5-carboxamide CC=1OC(=C(N1)C)C(=O)N[C@H]1COC2=C1C=CC(=C2)C2=NOC(=N2)C